C(=O)C1=CC(=NC(=C1)N1C=NC=C1)C(=O)NC1CCC(CC1)OCCOC 4-formyl-6-(1H-imidazol-1-yl)-N-((1r,4r)-4-(2-methoxyethoxy)cyclohexyl)pyridinecarboxamide